1-(10-fluoro-5H-pyrido[3',2':4,5]pyrano[2,3-b]quinoxalin-8-yl)ethan-1-one FC1=CC=2N=C3C(=NC2C(=C1)C(C)=O)OCC1=C3C=CC=N1